C(#N)C1=CC=C(C=C1)CCN([C@@H]1C=2C=CC(=NC2CCC1)C#N)CCC1=C(C=CC=C1)OC (5S)-5-{[2-(4-Cyanophenyl)ethyl][2-(2-methoxyphenyl)ethyl]amino}-5,6,7,8-tetrahydrochinolin-2-carbonitril